C1(=C(C=CC=C1)C#CC(=O)OC1=NC(=CC=C1)N(C)CC(=O)OC)C 6-((2-methoxy-2-oxoethyl)(methyl)amino)pyridin-2-yl 3-(o-tolyl)propiolate